(S)-4-(2-fluorophenoxy)-N-(7-(3-hydroxy-3-methylbut-1-yn-1-yl)-5-methyl-4-oxo-2,3,4,5-tetrahydropyrido[3,2-b][1,4]oxazepin-3-yl)picolinamide FC1=C(OC2=CC(=NC=C2)C(=O)N[C@@H]2C(N(C3=C(OC2)C=CC(=N3)C#CC(C)(C)O)C)=O)C=CC=C1